(2S,3R,4R,5S)-1-(2-(3,5-difluoro-[1,1'-biphenyl]-4-yl)ethyl)-2-(fluoromethyl)piperidin-3,4,5-triol FC=1C=C(C=C(C1CCN1[C@@H]([C@H]([C@@H]([C@H](C1)O)O)O)CF)F)C1=CC=CC=C1